C(C1=CC=CC=C1)O[C@@H]1[C@H](N(C[C@@H]([C@H]1OCC1=CC=CC=C1)OCC1=CC=CC=C1)C1=C(C=CC=C1)Cl)C (2r,3r,4r,5s)-3,4,5-tris(benzyloxy)-1-(2-chlorophenyl)-2-methylpiperidine